[Cu+2].[O-2].[Cr+3] chromium oxide-copper salt